5-Carboxy-N4-(4-chloro-3-methoxyphenyl)-N2-[4-(4-methylpiperazinyl)phenyl]pyrimidine-2,4-diamine C(=O)(O)C=1C(=NC(=NC1)NC1=CC=C(C=C1)N1CCN(CC1)C)NC1=CC(=C(C=C1)Cl)OC